[AsH]([O-])([O-])=O.C1(=CC=CC=C1)[SH+]C1=CC=CC=C1.C1(=CC=CC=C1)[SH+]C1=CC=CC=C1 diphenylsulfonium monoarsonate